OC1CC(C1)NC(OC(C)(C)C)=O tert-butyl ((1s,3s)-3-hydroxycyclobutyl)carbamate